magnesium cyclohexylchloride C1(CCCCC1)Cl.[Mg]